C(C1=CC=CC=C1)OC=1C2=C(N=C(N1)SC)CC1(OC2)CCCC2=CC=C(C(=C21)C#N)N(CC2=CC=CC=C2)CC2=CC=CC=C2 4'-(benzyloxy)-7-(dibenzylamino)-2'-(methylthio)-3,4,5',8'-tetrahydro-2H-spiro[naphthalene-1,7'-pyrano[4,3-d]pyrimidine]-8-carbonitrile